C=1N=CN2C1C1=CC=CC=C1[C@H]2[C@@H]2[C@H](C1(CN(C1)S(=O)(=O)C)CC2)O (5R,6R)-6-[(5R)-5H-imidazo[4,3-a]isoindol-5-yl]-2-methanesulfonyl-2-azaspiro[3.4]octan-5-ol